ClCOC(NC1C(CC1)(C)C)=O 2,2-dimethylcyclobutyl-carbamic acid chloromethyl ester